FC1=C(CC2(CCC2)CNC(=O)C=2NC(C=NC2)=O)C=CC=C1F N-((1-(2,3-difluorobenzyl)cyclobutyl)methyl)-6-oxo-1,6-dihydropyrazine-2-carboxamide